CC1([C@H]2CN([C@@H]([C@@H]12)C(=O)N[C@H](C(=O)OC)C[C@H]1C(NCC1)=O)C([C@H](C)C=1C=C(C=CC1)C)=O)C (S)-methyl 2-((1R,2S,5S)-6,6-dimethyl-3-((R)-2-(m-tolyl)propanoyl)-3-azabicyclo[3.1.0]hexane-2-carboxamido)-3-((S)-2-oxopyrrolidin-3-yl)propanoate